5-methyl-N4-(3-(morpholinosulfonyl)phenyl)-N2-(3,4,5-trimethoxyphenyl)pyrimidine-2,4-diamine CC=1C(=NC(=NC1)NC1=CC(=C(C(=C1)OC)OC)OC)NC1=CC(=CC=C1)S(=O)(=O)N1CCOCC1